C(C)(=O)O.C(C)(C)(C)C1=C(C=CC=C1)P(C1=CC=CC=C1)C1=CC=CC=C1 t-butyl-(triphenylphosphine) acetate